2-(1-(1-(5-bromopyridin-2-yl)ethyl)-1H-1,2,3-triazol-4-yl)-6-(1H-pyrazol-1-yl)pyrazine BrC=1C=CC(=NC1)C(C)N1N=NC(=C1)C1=NC(=CN=C1)N1N=CC=C1